C(C)C=1SC(=CC1NC(NS(N(C=1C=NN(C1)C)CCN(C)C)(=O)=O)=O)CC 3-(2,5-Diethylthiophen-3-yl)-1-{[2-(dimethylamino)ethyl](1-methyl-1H-pyrazol-4-yl)sulfamoyl}urea